rac-5-chloro-2-(trans-2-hydroxycyclopentyl)-6-(4-(1H-pyrazol-1-yl)benzyl)isoindolin-1-one ClC=1C=C2CN(C(C2=CC1CC1=CC=C(C=C1)N1N=CC=C1)=O)[C@H]1[C@@H](CCC1)O |r|